FCC(C)N1C=CC=C1 1-(1-fluoropropan-2-yl)-1H-pyrrole